6-(6-chloro-3-pyridyl)-5-[4-[(3S)-1-(3-fluoropropyl)pyrrolidin-3-yl]oxyphenyl]-8,9-dihydro-7H-benzo[7]annulen-2-ol ClC1=CC=C(C=N1)C1=C(C2=C(CCC1)C=C(C=C2)O)C2=CC=C(C=C2)O[C@@H]2CN(CC2)CCCF